2-((dihydro-2H-pyran-4(3H)-ylidene)methyl)-4,4,5,5-tetramethyl-1,3,2-dioxaborolane O1CCC(CC1)=CB1OC(C(O1)(C)C)(C)C